BrC1=C(C=CC=C1Br)S(=O)(=O)O 2,3-dibromobenzenesulfonic acid